3,9-bis[1,1-dimethyl-2-[(3-tert.-butyl-4-hydroxy-5-methylphenyl) propionyloxy] ethyl]-2,4,8,10-tetraoxaspiro[5.5]undecyl phosphite P(OC1OC(OCC12COC(OC2)C(COC(CCC2=CC(=C(C(=C2)C)O)C(C)(C)C)=O)(C)C)C(COC(CCC2=CC(=C(C(=C2)C)O)C(C)(C)C)=O)(C)C)([O-])[O-]